2-(((R)-1-(2-((S)-3,3-difluoro-2-methylazetidin-1-yl)-3,7-dimethyl-4-oxo-4H-pyrido[1,2-a]pyrimidin-9-yl)ethyl)amino)benzoic acid FC1([C@@H](N(C1)C=1N=C2N(C(C1C)=O)C=C(C=C2[C@@H](C)NC2=C(C(=O)O)C=CC=C2)C)C)F